CC(CC(=O)O[C@@H]1[C@H](O[C@H]([C@]1(C)F)N1C2=NC(=NC(=C2N=C1)NC)N)COC(C)=O)C (2R,3R,4R,5R)-2-(acetoxymethyl)-5-(2-amino-6-(methylamino)-9H-purin-9-yl)-4-fluoro-4-methyltetrahydrofuran-3-yl 3-methylbutanoate